3-cyclopropyl-5-fluoro-N-indan-4-yl-1H-pyrazolo[3,4-b]pyridin-6-amine C1(CC1)C1=NNC2=NC(=C(C=C21)F)NC2=C1CCCC1=CC=C2